C(C)(C)(C)C=C(C(=O)N)C tert-butylmethacrylamide